tert-butyl 3-[6-[2,6-difluoro-3-[(2,2,2-trifluoroacetyl)amino]benzoyl]-4-oxo-quinazolin-3-yl]-1-oxa-8-azaspiro[4.5]decane-8-carboxylate FC1=C(C(=O)C=2C=C3C(N(C=NC3=CC2)C2COC3(C2)CCN(CC3)C(=O)OC(C)(C)C)=O)C(=CC=C1NC(C(F)(F)F)=O)F